ClC=1C=C(C=C(C1O)F)S(=O)(=O)Cl 3-chloro-5-fluoro-4-hydroxybenzenesulfonyl chloride